C(C)(C)(C)C=1C=CC(=C(C(=O)OC)C1)C methyl 5-(tert-butyl)-2-methylbenzoate